CC1(OC=2C=C(C(=C(C2C2C1CCC(=C2)C)O)C2=NOC(=N2)C)CCCCC)C 6,6,9-trimethyl-2-(5-methyl-1,2,4-oxadiazol-3-yl)-3-pentyl-6a,7,8,10a-tetrahydro-6H-benzo[c]chromen-1-ol